Disodium chlorophosphate P(=O)([O-])([O-])Cl.[Na+].[Na+]